N-(3-(4-Chloro-1H-pyrrolo[2,3-b]pyridin-2-yl)phenyl)methanesulfonamide ClC1=C2C(=NC=C1)NC(=C2)C=2C=C(C=CC2)NS(=O)(=O)C